1-allyloxy-2,3-bis(2,3-epoxypropoxy)-propane C(C=C)OCC(COCC1CO1)OCC1CO1